O=C1N(C(C2=CC=CC=C12)=O)CCC(CC1CCN(CC1)C(=O)OC(C)(C)C)C1=CC(=CC=C1)C(F)(F)F tert-butyl 4-(4-(1,3-dioxoisoindolin-2-yl)-2-(3-(trifluoromethyl)phenyl)butyl)piperidine-1-carboxylate